(R)-1-fluoropropan FCCC